8-(3-morpholinophenyl)pyrido[2,3-d]pyrimidin-7(8H)-one O1CCN(CC1)C=1C=C(C=CC1)N1C(C=CC2=C1N=CN=C2)=O